N-((R)-2-(((S)-5,11-Dioxo-2,3,10,11-tetrahydro-1H,5H-benzo[d]pyrazolo[1,2-a][1,2]diazepin-10-yl)carbamoyl)-3,3,3-trifluoropropyl)-3,5-dimethylisoxazol-4-carboxamid O=C1N2N(C([C@H](C3=C1C=CC=C3)NC(=O)[C@@H](CNC(=O)C=3C(=NOC3C)C)C(F)(F)F)=O)CCC2